ClC=1C=C(C(=NC1)OC)S(=O)(=O)NC1=C(C(=C(C=C1)F)COC=1C=C2C(=NC1)N(N=C2CC)C2OCCCC2)F 5-chloro-N-[3-([[3-ethyl-1-(oxan-2-yl)pyrazolo[3,4-b]pyridin-5-yl]oxy]methyl)-2,4-difluorophenyl]-2-methoxypyridine-3-sulfonamide